acryloyloxypropylbenzyldimethyl-ammonium bromide [Br-].C(C=C)(=O)OCCC[N+](C)(C)CC1=CC=CC=C1